2-(2,2-dibromovinyl)-6-methoxypyridine BrC(=CC1=NC(=CC=C1)OC)Br